C(#N)\C=C/C1C(C1C(=O)OCC1=C(C(=CC(=C1)F)F)F)(C)C 2,3,5-trifluorobenzyl (Z)-3-(2-cyanovinyl)-2,2-dimethylcyclopropanecarboxylate